4-(6-bromo-2-hydroxynaphthalen-1-yl)-3-(5-methylpyridin-2-yl)-1H-isochromen-1-one BrC=1C=C2C=CC(=C(C2=CC1)C1=C(OC(C2=CC=CC=C12)=O)C1=NC=C(C=C1)C)O